4-[6-(2,2-difluoroethoxy)-3-[3-(3-hydroxypropoxy)-4-methoxybenzyl]-2,4-dioxo-3,4-dihydroquinazolin-1(2H)-yl]piperidine-1-carbaldehyde FC(COC=1C=C2C(N(C(N(C2=CC1)C1CCN(CC1)C=O)=O)CC1=CC(=C(C=C1)OC)OCCCO)=O)F